NC1(CCN(CC1)C=1N=CC(=NC1)SC=1C(=C(C(=O)NS(=O)(=O)C2=CC=CC=C2)C=CC1)Cl)C ((5-(4-amino-4-methylpiperidin-1-yl)pyrazin-2-yl)thio)-2-chloro-N-(phenylsulfonyl)benzamide